BrC1=CC=C(C=C1)C1=CC=C(C=C1)C=1C=CC2=C(OC3=C2C=CC=C3)C1 3-(4'-bromo-biphenyl-4-yl)Dibenzofuran